4-fluoro-4-formylpiperidine-1-carboxylic acid FC1(CCN(CC1)C(=O)O)C=O